di(tert-butylperoxy)-3,3,5-trimethylcyclohexane C(C)(C)(C)OOC1(CC(CC(C1)C)(C)C)OOC(C)(C)C